NC1COCC12CCN(CC2)C=2C(NC(=CN2)SC2=C(C(=CC=C2)Cl)Cl)=O 3-(4-amino-2-oxa-8-azaspiro[4.5]decan-8-yl)-6-((2,3-dichlorophenyl)thio)pyrazin-2(1H)-one